trinitro-3,5-diazidoanisole [N+](=O)([O-])C(OC1=CC(=CC(=C1)N=[N+]=[N-])N=[N+]=[N-])([N+](=O)[O-])[N+](=O)[O-]